4-hydroxy-5-((2-nitrophenyl)sulfonamido)tetrahydro-2H-pyran-2-carboxylic acid OC1CC(OCC1NS(=O)(=O)C1=C(C=CC=C1)[N+](=O)[O-])C(=O)O